ClC=1C(=CC(=C(C1)N1CCCCC1)[N+](=O)[O-])N1N=NN=C1 1-(5-chloro-2-nitro-4-(1H-tetrazol-1-yl)phenyl)piperidine